oxoazabenzimidazole O=C1C=CC=C2N=NN=C21